C(C)(CC)C=1C(C(=CC(C1)=O)C(C)CC)=O 2,6-di-sec-butylbenzoquinone